3-[5-(5-amino-4-oxo-1,4-dihydro-1,6-naphthyridin-7-yl)-1-oxo-2,3-dihydro-1H-isoindol-2-yl]piperidine-2,6-dione NC1=C2C(C=CNC2=CC(=N1)C=1C=C2CN(C(C2=CC1)=O)C1C(NC(CC1)=O)=O)=O